OCC(CO)(C)NC(=O)C1=C(OC2=C1C=C(C=C2)SC2=CC=CC=C2)C N-(1,3-dihydroxy-2-methylpropan-2-yl)-2-methyl-5-(phenylthio)benzofuran-3-carboxamide